C(C1CCC(CC1)N=C=O)C1CCC(CC1)N=C=O 1,1'-Methylenebis(4-isocyanatocyclohexane)